[Ca+2].C(C)O[C@H](C(=O)[O-])CC1=CC=C(C=C1)OCCN1C(=CC=C1C1=CC=C(C=C1)SC)C.C(C)O[C@H](C(=O)[O-])CC1=CC=C(C=C1)OCCN1C(=CC=C1C1=CC=C(C=C1)SC)C (S)-2-ethoxy-3-(4-(2-(2-methyl-5-(4-(methylthio)phenyl)-1H-pyrrol-1-yl)ethoxy)phenyl)propanoic Acid Calcium Salt